maleuric acid C(\C=C/C(NC(N)=O)=O)(=O)O